C(C)OC(C1=C(N=C(C=C1C)Cl)C)=O 6-chloro-2,4-dimethylnicotinic acid ethyl ester